COC(=O)C1=CC(=C2C(=N1)CCO2)CC2=CC=C(C=C2)C=2C=NN(C2)C 7-(4-(1-methyl-1H-pyrazol-4-yl)benzyl)-2,3-dihydrofuro[3,2-b]pyridine-5-carboxylic acid methyl ester